1-(1H-benzo[d]imidazol-2-yl)-3-(2-nitrophenyl)urea N1C(=NC2=C1C=CC=C2)NC(=O)NC2=C(C=CC=C2)[N+](=O)[O-]